FC(C1=CC=C(OC2=C3CCN(CC3=CC=C2)C(=O)[C@H]2CN(CC2)C(C=C)=O)C=C1)(F)F (R)-1-(3-(5-(4-(trifluoro-methyl)phenoxy)-1,2,3,4-tetrahydroisoquinoline-2-carbonyl)pyrrolidin-1-yl)prop-2-en-1-one